5-(10-phenylanthracen-9-yl)-2-{4-(pyridin-3-yl)phenyl}-2H-benzotriazole C1(=CC=CC=C1)C1=C2C=CC=CC2=C(C2=CC=CC=C12)C1=CC=2C(=NN(N2)C2=CC=C(C=C2)C=2C=NC=CC2)C=C1